NC1=CC=CC(=N1)S(=O)(=O)NC(=O)C=1C(=NC(=C(C1)C(C(O)C1CCCCC1)O)C(C)(C)C)N1C(C[C@@H](C1)C)(C)C N-[(6-Amino-2-pyridyl)sulfonyl]-6-tert-butyl-5-(2-cyclohexyl-1,2-dihydroxyethyl)-2-[(4S)-2,2,4-trimethylpyrrolidin-1-yl]pyridin-3-carboxamid